C(CCCCC)[Si](OC)(CC)CC hexyl-diethyl-methoxysilane